hydroxy-3-Butenoic acid methyl ester COC(C(C=C)O)=O